((1-(4-(methoxyl Carbonyl)phenyl)cyclopropyl)carbamoyl)tert-butyl 6-azaspiro[2.5]octane-6-carboxylate C1CC12CCN(CC2)C(=O)OC(CC(NC2(CC2)C2=CC=C(C=C2)C(=O)OC)=O)(C)C